C1(=CC=CC=C1)NNC(=O)C=1C=NC2=CC=CC=C2C1 N'-phenylquinoline-3-carbohydrazide